[Pb](O)(O)(O)O.C(C)(C)C1=C(C=CC=C1)[C@H]1N(CCC1)C1CC2(C1)CCN(CC2)C2=CC=C(C(=O)N)C=C2 4-(2-((S)-2-(2-isopropylphenyl)pyrrolidin-1-yl)-7-azaspiro[3.5]non-7-yl)benzamide Lead(IV) Hydroxide